5-((3-isopropyl-6-(2-oxo-1-((1s,3s)-3-(piperidin-1-yl)cyclobutyl)spiro[indolin-3,4'-piperidin]-6-yl)-3H-imidazo[4,5-c]pyridin-4-yl)amino)-N,2-dimethylbenzamide C(C)(C)N1C=NC2=C1C(=NC(=C2)C2=CC=C1C(=C2)N(C(C12CCNCC2)=O)C2CC(C2)N2CCCCC2)NC=2C=CC(=C(C(=O)NC)C2)C